FC(OC1=C(C=C(C(=O)NCC2=C3C=NNC3=CC=C2)C=C1)F)F 4-(difluoromethoxy)-3-fluoro-N-(1H-indazol-4-ylmethyl)benzamide